5-methoxy-2-(trifluoromethyl)isonicotinaldehyde COC1=CN=C(C=C1C=O)C(F)(F)F